(S)-6-phenyl-2,3,5,6-tetrahydro-imidazo[2,1-B]thiazole monohydrochloride Cl.C1(=CC=CC=C1)[C@@H]1N=C2SCCN2C1